1-(2-(Benzyloxy)ethyl)-N-(4-bromo-2,5-dimethylphenyl)-4-methyl-1H-pyrazole-5-carboxamide C(C1=CC=CC=C1)OCCN1N=CC(=C1C(=O)NC1=C(C=C(C(=C1)C)Br)C)C